COCOCCN1N=C(C2=CC(=CC=C12)NC=1C(=CC=CC1)N)C N1-(1-(2-(methoxymethoxy)ethyl)-3-methyl-1H-indazol-5-yl)benzene-1,2-diamine